(αS)-α-amino-3-fluorophenylpropionitrile N[C@@](C#N)(C)C1=CC(=CC=C1)F